N1,N3-bis(3-(allyloxy)phenyl)isophthalamide C(C=C)OC=1C=C(C=CC1)NC(C1=CC(C(=O)NC2=CC(=CC=C2)OCC=C)=CC=C1)=O